tert-Butyl (S*)-3-(4-(1,3-dioxolan-2-yl)phenyl)piperidine-1-carboxylate O1C(OCC1)C1=CC=C(C=C1)[C@H]1CN(CCC1)C(=O)OC(C)(C)C |o1:11|